Diethyl 2-(5-nitropyrimidin-2-yl)-2-phenylmalonate [N+](=O)([O-])C=1C=NC(=NC1)C(C(=O)OCC)(C(=O)OCC)C1=CC=CC=C1